N1=CC=NC=2C(=CC=CC12)C(=O)N Quinoxaline-5-carboxamide